COC(C1=CC(=C(C=C1)C1CC1)SCC1=CC=CC=C1)=O 3-(benzylthio)-4-cyclopropylbenzoic acid methyl ester